sodium Azoloic acid N1C(=CC=C1)C(=O)O.[Na]